C(C)(C)(C)C1(N(OC(C1)=O)C(=O)O)C1=CN(C(=C1)C#N)C.OC(CS)C(CS)O 2,3-dihydroxy-1,4-butanedithiol tert-butyl-3-(5-cyano-1-methyl-1H-pyrrol-3-yl)-5-oxo-1,2-oxazolidine-2-carboxylate